C(C)[C@@H]1O[C@H](CO1)COC1=CC=C(C=C1)OC1=CC=CC=C1 |r| trans-(±)-2-ethyl-5-(4-phenoxy-phenoxymethyl)1,3-dioxolan